(1S,3R)-N-(5-chloro-4-(1,1-dimethyl-2,3-dihydro-1H-benzo[d]pyrrolo[1,2-a]imidazol-7-yl)pyridin-2-yl)-3-propionylaminocyclopentane-1-carboxamide ClC=1C(=CC(=NC1)NC(=O)[C@@H]1C[C@@H](CC1)NC(CC)=O)C1=CC2=C(N=C3N2C(CC3)(C)C)C=C1